glycyl-L-2-methyl-prolyl-L-glutamic acid α-isopropyl ester C(C)(C)OC([C@@H](NC([C@]1(N(CCC1)C(CN)=O)C)=O)CCC(=O)O)=O